CC(C)C=1C=C(C=O)C=CC1 3-propan-2-ylbenzaldehyde